2-(4-(2-(4-isopropyl-5-(8-methoxy-[1,2,4]triazolo[1,5-a]pyridin-6-yl)-1H-pyrazol-3-yl)-4-methylthiazol-5-yl)cyclohexyl)-7-oxa-2-azaspiro[3.5]nonane C(C)(C)C=1C(=NNC1C=1C=C(C=2N(C1)N=CN2)OC)C=2SC(=C(N2)C)C2CCC(CC2)N2CC1(C2)CCOCC1